C(C=1C(O)=CC=CC1)(=O)OO salicylic acid, hydroperoxide